CC(C#CC=1C=CC(=NC1)OC1=C(N=NN1)C(=O)O)(C)C 5-((5-(3,3-dimethylbut-1-ynyl)pyridin-2-yl)oxy)-1H-1,2,3-triazole-4-carboxylic acid